4-(4-((1R,5S)-3,8-diazabicyclo[3.2.1]octan-3-yl)-6-chloro-8-cyclopropoxy-2-(((2R,7aS)-2-fluorotetrahydro-1H-pyrrolizin-7a(5H)-yl)methoxy)quinazolin-7-yl)naphthalen-2-ol [C@H]12CN(C[C@H](CC1)N2)C2=NC(=NC1=C(C(=C(C=C21)Cl)C2=CC(=CC1=CC=CC=C21)O)OC2CC2)OC[C@]21CCCN1C[C@@H](C2)F